C1(=CC=CC=C1)CCC(=O)C1=C(C=C(C=C1O)O)O 3-phenyl-1-(2,4,6-trihydroxyphenyl)-1-propanone